FC(C(=O)O)(F)F.CN[C@H](C(=O)O)CC (2S)-2-(methylamino)butanoic acid trifluoroacetate